C(C)(C)(C)C=1C=C(C(=O)O)C=C(C1)C(C)(C)C 3,5-bis(t-butyl)benzoic acid